Methyl 1-(7-(((R)-4-cyano-4-methylisochromane-6-carboxamido)methyl)-1,6-naphthyridin-2-yl)-3-azabicyclo[4.1.0]heptane-3-carboxylate C(#N)[C@@]1(COCC2=CC=C(C=C12)C(=O)NCC1=NC=C2C=CC(=NC2=C1)C12CN(CCC2C1)C(=O)OC)C